[4-chloro-5-fluoro-2-(3-methyl-4-methylsulfonyl-phenyl)-3-pyridyl]-cyclopropyl-methanone ClC1=C(C(=NC=C1F)C1=CC(=C(C=C1)S(=O)(=O)C)C)C(=O)C1CC1